ClC1=CC=C2C(=C(N=C(C2=C1)C#N)C(=O)NCC(=O)O)O [(7-Chloro-1-cyano-4-hydroxy-isoquinoline-3-carbonyl)-amino]-acetic acid